3-hydroxy-butanamide OC(CC(=O)N)C